ClC=1C=C(OCCCN2CC(C2)O)C=CC1C=1N(C2=NC=NC(=C2N1)OC1(CC1)C)CC=1SC(=CN1)C 1-(3-(3-chloro-4-(6-(1-methylcyclopropoxy)-9-((5-methylthiazol-2-yl)methyl)-9H-purin-8-yl)phenoxy)propyl)azetidin-3-ol